3-(2,3-difluorophenoxy)-1-ethyl-3-methylazetidine FC1=C(OC2(CN(C2)CC)C)C=CC=C1F